6-((3S,4S)-4-amino-3-methyl-2-oxa-8-azaspiro[4.5]decan-8-yl)-3-((2,6-difluorophenyl)ethynyl)-5-methyl-1,5-dihydro-4H-pyrazolo[3,4-d]pyrimidin-4-one N[C@@H]1[C@@H](OCC12CCN(CC2)C=2N(C(C1=C(N2)NN=C1C#CC1=C(C=CC=C1F)F)=O)C)C